C1(CC1)CNC(C(N1CC2=C(CC1)C=C(S2)C2=NOC(=N2)C(F)(F)F)=O)=O N-(cyclopropylmethyl)-2-oxo-2-(2-(5-(trifluoromethyl)-1,2,4-oxadiazol-3-yl)-4,7-dihydrothieno[2,3-c]pyridin-6(5H)-yl)acetamide